[4-[[2-(1-adamantyl)acetyl]amino]-2-amino-phenyl]-2-(2-chloro-3-pyridinyl)acetamide C12(CC3CC(CC(C1)C3)C2)CC(=O)NC2=CC(=C(C=C2)C(C(=O)N)C=2C(=NC=CC2)Cl)N